FC1=C(C=C(C=C1)N1C(=C(C2=CC(=CC=C12)O)C(C(=O)O)C)C(C)C)C 2-[1-(4-fluoro-3-methyl-phenyl)-5-hydroxy-2-isopropyl-indol-3-yl]propanoic acid